3-((3-Fluoroazetidin-1-yl)methyl)-1-(6-nitropiperidin-3-yl)piperidin-3-ol FC1CN(C1)CC1(CN(CCC1)C1CNC(CC1)[N+](=O)[O-])O